(6-bromo-[1,2,4]triazolo[1,5-a]pyridin-2-yl)morpholine BrC=1C=CC=2N(C1)N=C(N2)N2CCOCC2